4-(4-((1R,5S)-3,8-diazabicyclo[3.2.1]octan-3-yl)-2-(((2R,7aS)-2-fluorotetrahydro-1H-pyrrolizin-7a(5H)-yl)methoxy)pyrido[3,2-d]pyrimidin-7-yl)naphthalen-2-ol [C@H]12CN(C[C@H](CC1)N2)C=2C1=C(N=C(N2)OC[C@]23CCCN3C[C@@H](C2)F)C=C(C=N1)C1=CC(=CC2=CC=CC=C12)O